zinc-aluminum-lead [Pb].[Al].[Zn]